COC1=CC=C(CN2C(C3=C(C=4C=CC=NC24)CCN(C3)CC3=CC(=CC=C3)Cl)=O)C=C1 6-(4-Methoxybenzyl)-3-(3-chlorobenzyl)-2,3,4,6-tetrahydropyrido[3,4-c][1,8]naphthyridine-5(1H)-one